3,4,5,6,7,8-hexahydro-2(1H)-naphthalenone C1C(CCC=2CCCCC12)=O